N-((2-(2,6-Dioxopiperidin-3-yl)-1-oxoisoindolin-5-yl)methyl)-2-phenylacetamide O=C1NC(CCC1N1C(C2=CC=C(C=C2C1)CNC(CC1=CC=CC=C1)=O)=O)=O